methyl (7S)-3-{2-[(3R)-3-acetamidopyrrolidin-1-yl]-2-oxoethyl}-7-methyl-2-[2-(2-oxo-1,2-dihydropyridin-1-yl)ethyl]-3H,6H,7H,8H,9H-imidazo[4,5-f]quinoline-6-carboxylate C(C)(=O)N[C@H]1CN(CC1)C(CN1C(=NC2=C3CC[C@@H](N(C3=CC=C21)C(=O)OC)C)CCN2C(C=CC=C2)=O)=O